ClC1=CC=C2N(C1=O)C(NC2=O)(C)CC2=CC(=CC=C2)F 6-chloro-3-(3-fluorobenzyl)-3-methyl-2,3-dihydroimidazo[1,5-a]pyridine-1,5-dione